FC1(CC(N(CC1)CC1=C2C=CNC2=C(C=C1OC)C)C1=CC=C(C(=O)O)C=C1)CCC 4-(4-fluoro-1-((5-methoxy-7-methyl-1H-indol-4-yl)methyl)-4-propylpiperidin-2-yl)benzoic acid